CN1C(C(=CC2=C1N=CN=C2)N2CCOCC2)=O 8-methyl-6-morpholinyl-pyrido[2,3-d]Pyrimidin-7-one